ClC1=C(C=CC(=C1)F)OB(O)O 2-chloro-4-fluorophenyl-boric acid